O1C(OCCC1)C1=C(C=CC(=C1)OC)C1CNCC1 3-(2-(1,3-dioxan-2-yl)-4-methoxyphenyl)pyrrolidine